FC=1C(=CC=C2NC(C(N(C12)CC1=CC=C(C=C1)OC)=O)=O)C=C 8-fluoro-1-(4-methoxybenzyl)-7-vinyl-1,4-dihydroquinoxaline-2,3-dione